4,4-bis-hydroxycarbamoyl-undecanoic acid ONC(=O)C(CCC(=O)O)(CCCCCCC)C(NO)=O